OC=1C(=NC=NC1C)C(=O)C12NCCNC2CC1 (5-hydroxy-6-methylpyrimidine-4-carbonyl)-2,5-diazabicyclo[4.2.0]octan